FC(C(=O)O)(F)F.BrC=1C=C(C=C(C1)C(F)(F)F)[C@H](CC(=O)OC)NC(CNC(=O)C=1C=2C=NNC2C=C(C1)NC=1NCC(CN1)F)=O methyl (3S)-3-(3-bromo-5-(trifluoromethyl)phenyl)-3-(2-(6-((5-fluoro-1,4,5,6-tetrahydropyrimidin-2-yl)amino)-1H-indazole-4-carboxamido)acetamido)propanoate trifluoroacetate